tert-butyl (1-(((6-amino-4-((3-chloro-4-(pyridin-2-ylmethoxy)phenyl)amino)quinazolin-7-yl)oxy)methyl)cyclopropyl)carbamate NC=1C=C2C(=NC=NC2=CC1OCC1(CC1)NC(OC(C)(C)C)=O)NC1=CC(=C(C=C1)OCC1=NC=CC=C1)Cl